dicyclopentadienyl acrylate C=CC(=O)OC1C=CC2C1C3CC2C=C3